2-[[(4R)-3,3-difluoro-4-methyl-1-piperidinyl]methyl]-6-[3-[1-(4-methyl-1,2,4-triazol-3-yl)cyclobutyl]phenyl]-4-(trifluoromethyl)-1H-pyrrolo[2,3-c]pyridin-7-one FC1(CN(CC[C@H]1C)CC1=CC2=C(C(N(C=C2C(F)(F)F)C2=CC(=CC=C2)C2(CCC2)C2=NN=CN2C)=O)N1)F